2-(1-(2-(1-(2-(2,6-dioxopiperidin-3-yl)-1,3-dioxoisoindolin-5-yl)piperidin-4-yl)ethyl)piperidin-4-yl)acetaldehyde O=C1NC(CCC1N1C(C2=CC=C(C=C2C1=O)N1CCC(CC1)CCN1CCC(CC1)CC=O)=O)=O